2-(furan-2-yl)-N5-(2-(2-methoxypyridin-4-yl)ethyl)-[1,2,4]triazolo[1,5-a][1,3,5]triazine-5,7-diamine O1C(=CC=C1)C1=NN2C(N=C(N=C2N)NCCC2=CC(=NC=C2)OC)=N1